FC=1C=C(C=CC1F)C1(C(N(C1)CC)C)C(=O)OC methyl 3-(3,4-difluorophenyl)-1-ethyl-2-methylazetidine-3-carboxylate